Cl.Cl.N1CCC2(CC1)[C@@H](C1=CC=CC=C1C2)N (S)-1,3-dihydro-spiro[indene-2,4'-piperidine]-1-amine dihydrochloride